NC1C2=C(CCC3=C1C=C(C=C3)OCC(=O)NCCOCCOCC(NCCOCCOCC(NCCOCCOCC(NCCOCCOCC(=O)N)=O)=O)=O)C=CC=C2 2-((5-amino-10,11-dihydro-5H-dibenzo[a,d][7]annulen-3-yl)oxy)-N-(35-amino-8,17,26,35-tetraoxo-3,6,12,15,21,24,30,33-octaoxa-9,18,27-triazapentatriacontyl)acetamide